O1C(CCCC1)N1N=CC(=C1)C=1C2=C(C(=NC1)N)CCO2 7-(1-(Tetrahydro-2H-pyran-2-yl)-1H-pyrazol-4-yl)-2,3-dihydrofuro[3,2-c]pyridin-4-amine